ClC1=CC=C(C(=N1)C(=O)O)N[C@@H](C)C=1C=C(C=C2C(N(C(=NC12)N1CC(C1)(C)O)C)=O)C (S)-6-chloro-3-((1-(2-(3-hydroxy-3-methylazetidin-1-yl)-3,6-dimethyl-4-oxo-3,4-dihydroquinazolin-8-yl)ethyl)amino)picolinic acid